N1(N=NN=C1)C1=NC=CC(=C1)C=1SC(=C(N1)C)C(=O)O 2-(2-(1H-tetrazol-1-yl)pyridin-4-yl)-4-methylthiazole-5-carboxylic acid